1,1'-[methylenebis(oxy)]dibutane C(OCCCC)OCCCC